C(C=C)(=O)N1CCN(CC1)C=1C(=NC=NC1)C1=CC(=C(CNC(=O)C2=NOC(=N2)C(C)(C)C)C=C1)C N-(4-(5-(4-propenoylpiperazin-1-yl)pyrimidin-4-yl)-2-methylbenzyl)-5-(tert-butyl)-1,2,4-oxadiazole-3-carboxamide